FC1=CC=C(C=C1)COC=1C=C(C=CC1[N+](=O)[O-])C1=C2C(=NC=C1)NN=C2N 4-(3-((4-fluorophenyl)methoxy)-4-nitrophenyl)-1H-pyrazolo[3,4-b]pyridin-3-amine